2-benzyl-2-dimethylamino-1-(4-morpholinophenyl)-1-hydroxy-cyclohexylphenyl ketone C(C1=CC=CC=C1)C1(C(CCCC1C1=C(C=CC=C1)C(=O)C1=C(C=CC=C1)C1C(C(CCC1)(C1=CC=C(C=C1)N1CCOCC1)O)(CC1=CC=CC=C1)N(C)C)(O)C1=CC=C(C=C1)N1CCOCC1)N(C)C